NC1=CC(=C(C=C1)N1CCN(CC1)C=1C=CC(=NC1)N1CCC(CC1)C#N)F 1-(5-(4-(4-amino-2-fluorophenyl)piperazin-1-yl)pyridin-2-yl)piperidine-4-carbonitrile